5-ethyl-4-oxo-N-(pyridin-3-ylmethyl)-4,5-dihydropyrrolo[1,2-a]quinoxaline-7-carboxamide C(C)N1C(C=2N(C3=CC=C(C=C13)C(=O)NCC=1C=NC=CC1)C=CC2)=O